ClC1=CC(=NC(=C1)C1=CC=C(C=C1)OC)C1=CC=C(C=C1)N1CCN(CC1)C 1-(4-(4-chloro-6-(4-methoxyphenyl)pyridin-2-yl)phenyl)-4-methylpiperazine